Cl.COC(=O)C1=CSC=C1C 4-methylthiophene-3-carboxylic acid methyl ester HCl